(+/-)-N-(4-{[3-(4-cyano-2-methylphenyl)-1-{[2-(trimethylsilyl)ethoxy]methyl}-1H-pyrrolo[2,3-b]pyridin-4-yl]oxy}-3,5-difluorophenyl)-N'-[(1R)-1-(oxetan-3-yl)ethyl]urea C(#N)C1=CC(=C(C=C1)C1=CN(C2=NC=CC(=C21)OC2=C(C=C(C=C2F)NC(=O)N[C@H](C)C2COC2)F)COCC[Si](C)(C)C)C |r|